FERULIc ACID C(\C=C\C1=CC(OC)=C(O)C=C1)(=O)O